COC1=CC=C(C=C1)C=1C(=CC=2NC3=CC=CC=C3C2C1)C1=C(C=CC=C1)N 3-(4'-methoxyphenyl)-2-(2'-aminophenyl)-9H-carbazole